S1C(=NC2=C1C=CC=C2)NC2=C(C1=C(N=N2)N(CCC1)C=1SC(=C(N1)C(=O)O)CCCOC1=C(C=C(C=C1)C#CC[NH+](C)C)F)C 3-(4-(3-(2-(3-(benzo[d]thiazol-2-ylamino)-4-methyl-6,7-dihydropyrido[2,3-c]pyridazin-8(5H)-yl)-4-carboxythiazol-5-yl)propoxy)-3-fluorophenyl)-N,N-dimethylprop-2-yn-1-aminium